C(C)(C)(C)[C@@H]1N=C(OC1)C1=C(C=CC=C1)P(C1=CC=CC=C1)C1=CC=CC=C1 (4S)-tert-butyl-2-[2-(diphenylphosphino)phenyl]-4,5-dihydro-oxazole